C(#N)C[C@@H]1N(CCN(C1)C=1C2=C(N=C(N1)OCC13CCCN3CCC1)CC(OC2)C2=CC=CC1=CC=CC(=C21)C)C(=O)OCC2=CC=CC=C2 benzyl (2S)-2-(cyanomethyl)-4-(7-(8-methylnaphthalen-1-yl)-2-((tetrahydro-1H-pyrrolizin-7a(5H)-yl)methoxy)-7,8-dihydro-5H-pyrano[4,3-d]pyrimidin-4-yl)piperazine-1-carboxylate